C(C)(C)(C)OC(CCOCCOCCN([C@H](C(=O)O)C)C12CC=CC=C2C(C2=CC=CC=C12)COC=O)=O (2S)-2-[(2-{2-[3-(tert-butoxy)-3-oxopropoxy]ethoxy}ethyl)({9-[(formyloxy)methyl]-9H-fluorene-4a-yl})amino]propionic acid